C(C)(=O)C=1C=C(C2=C(CC(O2)(C)C)C1)O 5-acetyl-7-hydroxy-2,2-dimethyl-2,3-dihydrobenzofuran